4-(2-pyrrolyl)phenyl-methane N1C(=CC=C1)C1=CC=C(C=C1)C